C(C)OC1=C(C=C2CCN([C@H](C2=C1)CSC1=CNC2=CC=C(C=C12)OC)C=O)OC (R)-7-ethoxy-6-methoxy-1-(((5-methoxy-1H-indol-3-yl)thio)methyl)-3,4-dihydroisoquinoline-2(1H)-formaldehyde